CN1CCC(=CC1)C1=CC2=C(N=CC(=C2NCCN2CCOCC2)C(F)(F)F)N1 2-(1-methyl-1,2,3,6-tetrahydropyridin-4-yl)-N-(2-morpholinoethyl)-5-(trifluoromethyl)-1H-pyrrolo[2,3-b]pyridin-4-amine